C(C)OC(=O)N1N=C(C2=C1C(NC2)(C)C)NC(C2=CC=C(C=C2)[N+](=O)[O-])=O 6,6-dimethyl-3-(4-nitrobenzamido)-5,6-dihydropyrrolo[3,4-c]pyrazole-1(4H)-carboxylic acid ethyl ester